BrC=1C=CC(=NC1COC)C=NO 5-bromo-6-(methoxymethyl)pyridinecarboxaldehyde oxime